BrC=1N=CN(C1C1=CC=NC=C1)CC(=O)O 2-[4-bromo-5-(4-pyridyl)imidazol-1-yl]Acetic acid